CNC=1N=C(C(=NC1C=1C2=C(C=NC1)N(C=N2)C)C(=O)N)NC2=CC=C(C=C2)N2C=NC(=C2)C 5-(Methylamino)-6-(3-methylimidazo[4,5-c]pyridin-7-yl)-3-[4-(4-methylimidazol-1-yl)anilino]pyrazin-2-carboxamid